(1S,2S)-N-(7-chloro-6-((S)-1-methoxypropan-2-yl)isoquinolin-3-yl)-2-(pyridin-2-yl)cyclopropane-1-carboxamide ClC1=C(C=C2C=C(N=CC2=C1)NC(=O)[C@@H]1[C@H](C1)C1=NC=CC=C1)[C@@H](COC)C